The molecule is an L-alpha-amino acid, methionine, with the S-methyl group trifluoro-substituted. It is an organofluorine compound, a non-proteinogenic L-alpha-amino acid and a L-methionine derivative. C(CSC(F)(F)F)[C@@H](C(=O)O)N